COC(C1=CC(=NC(=C1)C)C=1C=NN(C1O)C)=O 2-(5-hydroxy-1-methyl-1H-pyrazol-4-yl)-6-methylisonicotinic acid methyl ester